F[C@H](CNC(=O)C=1C(=C2C(=NC1)SC(=N2)C=2C=NC=CC2)NC2CCOCC2)C(C)(C)O (R)-N-(2-Fluoro-3-hydroxy-3-methylbutyl)-2-(pyridin-3-yl)-7-((tetrahydro-2H-pyran-4-yl)amino)thiazolo[5,4-b]pyridin-6-carboxamid